ClC[C@H]1N(C[C@@H](C1)F)C (2S,4R)-2-(chloromethyl)-4-fluoro-1-methylpyrrolidine